NC1=CC(=C(C(=C1C(CC)O)Br)C)F 1-(6-amino-2-bromo-4-fluoro-3-methyl-phenyl)propan-1-ol